N-(3,5-difluoropyridin-2-yl)-4-methyl-1-(tetrahydro-2H-pyran-2-yl)-1H-pyrazolo[3,4-d]pyrimidin-6-amine FC=1C(=NC=C(C1)F)NC1=NC(=C2C(=N1)N(N=C2)C2OCCCC2)C